C(CCCCCCCCCCC)OS(=O)(=O)[O-].[Na+].NCC(=O)O.NCC(=O)O.NCC(=O)O Trisglycine sodium dodecyl-sulfate